3-{4-[7-(aminocarbonyl)-2H-indazol-2-yl]benzyl}-6-ammonio-3-azonia-bicyclo[3.1.0]hexane NC(=O)C1=CC=CC2=CN(N=C12)C1=CC=C(C[NH+]2CC3C(C3C2)[NH3+])C=C1